C1(C=CC2=CC=CC=C12)[Ru](Cl)Cl indenyl-ruthenium chloride